2-hydroxy-5-(5-morpholino-1H-benzo[d]imidazol-2-yl)benzoic acid OC1=C(C(=O)O)C=C(C=C1)C1=NC2=C(N1)C=CC(=C2)N2CCOCC2